N-((1-(4-(5-(trifluoromethyl)-1,2,4-oxadiazol-3-yl)phenyl)-1H-pyrazol-4-yl)methyl)nicotinamide FC(C1=NC(=NO1)C1=CC=C(C=C1)N1N=CC(=C1)CNC(C1=CN=CC=C1)=O)(F)F